C(C1=CC(O)=C(O)C(O)=C1)(=O)C(CO)(O)CO Monogalloyl-glycerol